methyl-ethyl-glycine 2-[2-[[2-(2,6-dioxo-3-piperidyl)-1,3-dioxo-isoindolin-4-yl]amino]ethoxy]ethyl-2,6-diazaspiro[3.3]heptane-2-carboxylate O=C1NC(CCC1N1C(C2=CC=CC(=C2C1=O)NCCOCCC1N(CC12CNC2)C(=O)O)=O)=O.CN(CC(=O)O)CC